OCC1=CC=C(O1)C(=O)NCC(=O)O 5-hydroxymethyl-2-furoyl-glycine